(R)-(3-(2-(hydroxymethyl)pyrrolidin-1-yl)propyl)carbamic acid tert-butyl ester C(C)(C)(C)OC(NCCCN1[C@H](CCC1)CO)=O